1-(N-piperazinyl)-3-methylenehepta-4,6-diene N1(CCNCC1)CCC(C=CC=C)=C